ClC=1N=NC=C(C1NCC1CC1)Cl 3,5-dichloro-N-cyclopropylmethylpyridazine-4-amine